(E)-docosa-14-eneamide C(CCCCCCCCCCCC\C=C\CCCCCCC)(=O)N